C(CCCCC(=O)OC(C)C)(=O)OC(C)C hexanedioic acid, bis(1-methylethyl) ester